(1r,3r)-3-(4-(2-(4-((6-((3,3-difluoroazetidin-1-yl)methyl)pyridazine-3-yl)oxy)phenyl)propan-2-yl)phenoxy)cyclobutane-1-amine FC1(CN(C1)CC1=CC=C(N=N1)OC1=CC=C(C=C1)C(C)(C)C1=CC=C(OC2CC(C2)N)C=C1)F